Cl.Cl.NC=1C=NC=CC1C=O 3-AMINO-PYRIDINE-4-CARBALDEHYDE DIHYDROCHLORIDE